S1C(=CC=C1)C1=CC=CC(=N1)C(=O)O 6-(thiophene-2-yl)pyridine-2-carboxylic acid